(R)-3-(4-amino-6-((2,2,2-trifluoroethyl)amino)pyrido[3,4-d]pyrimidin-8-yl)-2,4-dimethylphenol NC=1C2=C(N=CN1)C(=NC(=C2)NCC(F)(F)F)C=2C(=C(C=CC2C)O)C